NCCS(=O)(=O)OC(CCCCC)=O.[Na] sodium hexanoyl taurate